N-methoxy-N-methyl-3-((2-(trimethylsilyl)ethoxy)methyl)-3H-thieno[3,2-e]indazole-7-carboxamide CON(C(=O)C1=CC=2C=3C=NN(C3C=CC2S1)COCC[Si](C)(C)C)C